O=C1N(CN(C2=CC=CC=C12)C1=CC=C(C=C1)C(F)(F)F)CC(=O)N 2-(4-oxo-1-(4-(trifluoromethyl)phenyl)-1,4-dihydroquinazolin-3(2H)-yl)acetamide